ClC1=CC=C(C=C1)C(C(F)(F)F)N(S(=O)(=O)C1=CC(N(C=C1F)C)=O)C N-(1-(4-chlorophenyl)-2,2,2-trifluoroethyl)-5-fluoro-N,1-dimethyl-2-oxo-1,2-dihydropyridine-4-sulfonamide